C(C)N(CCN(CCOC(OC(CCCC(=O)OCC(CCCCC)CCCCC)C)=O)CCOC(OC(CCCC(=O)OCC(CCCCC)CCCCC)C)=O)CC bis(2-pentylheptyl) 11-(2-(diethylamino)ethyl)-5,17-dimethyl-7,15-dioxo-6,8,14,16-tetraoxa-11-azahenicosandioate